o-ethoxycarbonylbenzenesulfonamide C(C)OC(=O)C1=C(C=CC=C1)S(=O)(=O)N